FC1=C(C=CC(=C1F)B1OC(C(O1)(C)C)(C)C)C=1C(=NN(C1C)COCC[Si](C)(C)C)C 2-[[4-[2,3-difluoro-4-(4,4,5,5-tetramethyl-1,3,2-dioxaborolan-2-yl)phenyl]-3,5-dimethyl-pyrazol-1-yl]methoxy]ethyl-trimethyl-silane